C(C1=CC=CC=C1)(=O)OCCOCCC1=NC(=NO1)C1=NC=C(C=C1C)NC(=O)NC=1C=NC=2N(C1C1CCCC1)N=CC2 2-(2-{3-[5-({[(7-Cyclopentylpyrazolo[1,5-a]pyrimidin-6-yl)amino]carbonyl}amino)-3-methylpyridin-2-yl]-1,2,4-oxadiazol-5-yl}ethoxy)ethyl benzoate